FC1=CC=C(C=N1)N1N=NN=C1CN(C)C1CCCCC1 N-((1-(6-fluoropyridin-3-yl)-1H-tetrazol-5-yl)methyl)-N-methylcyclohexylamine